(2R,3R,4S,5R)-2-(4-aminopyrrolo[2,1-f][1,2,4]triazin-7-yl)-3,4-dihydroxy(hydroxymethyl)tetrahydrofuran-2-carbonitrile NC1=NC=NN2C1=CC=C2[C@@]2(OC[C@@H]([C@]2(O)CO)O)C#N